(R)-2-(1,4-dihydro-1,4-dioxonaphthalen-3-ylamino)-3-phenylpropionic acid O=C1C=C(C(C2=CC=CC=C12)=O)N[C@@H](C(=O)O)CC1=CC=CC=C1